3-fluoroquinoline-5-carboxylate FC=1C=NC=2C=CC=C(C2C1)C(=O)[O-]